6-morpholino(morpholino)-3,3-bis(3-fluoro-4-methoxyphenyl)-3H-benzo[f]benzopyran O1CCN(CC1)C1=CC2=C(C(=CC(O2)(C2=CC(=C(C=C2)OC)F)C2=CC(=C(C=C2)OC)F)N2CCOCC2)C2=C1C=CC=C2